N-(5-((4-bromobenzyl)amino)-2-fluorophenyl)acetamide BrC1=CC=C(CNC=2C=CC(=C(C2)NC(C)=O)F)C=C1